CC(CC)CCCCCC 3-METHYL-NONANE